C(N)(=O)C=1SC2=C(N1)C=C(C=C2)C(=O)O 2-Carbamoylbenzo[d]thiazole-5-carboxylic acid